NC1=C2C(=NC=N1)N(N=C2C=2NC1=CC=C(C=C1C2)OC)CCCCNC(OC(C)(C)C)=O tert-butyl (4-(4-amino-3-(5-methoxy-1H-indol-2-yl)-1H-pyrazolo[3,4-d]pyrimidin-1-yl)butyl)carbamate